5-(2-(4-(4-chlorophenyl)piperazin-1-yl)-2-oxoethoxy)-2-(isoindolin-2-ylmethyl)-4H-pyran-4-one ClC1=CC=C(C=C1)N1CCN(CC1)C(COC=1C(C=C(OC1)CN1CC2=CC=CC=C2C1)=O)=O